6,7-dichloro-5-(2,6-difluorophenyl)-3-methyl-2-oxo-3H-1-benzazepine ClC1=C(C=CC2=C1C(=CC(C(N2)=O)C)C2=C(C=CC=C2F)F)Cl